benzyl ((2-bromo-3-methyl-1H-indol-5-yl)methyl)carbamate BrC=1NC2=CC=C(C=C2C1C)CNC(OCC1=CC=CC=C1)=O